C(C)(C)[C@@H]1N(C(OC1)=O)C1=NC(=NC=C1)N[C@@H]1CN(CCC1)CC1=CC=C(C=C1)[N+](=O)[O-] (S)-4-isopropyl-3-(2-(((S)-1-(4-nitrobenzyl)piperidin-3-yl)amino)pyrimidin-4-yl)2-oxazolidinone